C(C)OCC1(CCN(CC1)CC1=CC=C(C=C1)NC(=O)N)CCC1=CC=CC=C1 1-(4-((4-(ethoxymethyl)-4-phenethylpiperidin-1-yl)methyl)phenyl)urea